3-Amino-N-(3-(4-aminopiperidin-1-yl)pyridin-2-yl)-6-(6-morpholino-3-(trifluoromethyl)pyridin-2-yl)pyrazin-2-carboxamid NC=1C(=NC(=CN1)C1=NC(=CC=C1C(F)(F)F)N1CCOCC1)C(=O)NC1=NC=CC=C1N1CCC(CC1)N